C(CCCCCCCCCCC)N Laurylamin